(R)-benzyl 3-ethyl-4-(2-nitrophenylsulfonyl)-1,4-diazepane-1-carboxylate C(C)[C@@H]1CN(CCCN1S(=O)(=O)C1=C(C=CC=C1)[N+](=O)[O-])C(=O)OCC1=CC=CC=C1